4,5-dibromo-2-hydroxynaphthalene-1-diazonium BrC1=CC(=C(C2=CC=CC(=C12)Br)[N+]#N)O